OC=1C=C(C=C2C(NC(NC2=O)=S)=O)C=CC1OC 5-(3-Hydroxy-4-methoxybenzylidene)-2-thioxodihydropyrimidine-4,6(1H,5H)-dione